C1(CC1)C1=C(C(=NO1)C)C1=C(OC2=C(N=CN=N2)N2CCC3(CN(C3)[C@H](C(C)C)C3CC(C3)=O)C2)C=CC(=C1)F |r| 3-[rac-(1R)-1-[7-[6-[2-(5-cyclopropyl-3-methyl-isoxazol-4-yl)-4-fluoro-phenoxy]-1,2,4-triazin-5-yl]-2,7-diazaspiro[3.4]octan-2-yl]-2-methyl-propyl]cyclobutanone